ClC1=NC(=C(C(=N1)C=1C(=NSC1N)C)[N+](=O)[O-])Cl (2,6-dichloro-5-nitropyrimidin-4-yl)-3-methylisothiazol-5-amine